1-(4-(5-(2-(7-methyl-3,4-dihydro-2H-benzo[b][1,4]oxazine-4-carbonyl)-1H-pyrrolo[2,3-b]pyridin-4-yl)pyridin-3-yl)phenyl)pyrrolidin-2-one CC=1C=CC2=C(OCCN2C(=O)C2=CC=3C(=NC=CC3C=3C=C(C=NC3)C3=CC=C(C=C3)N3C(CCC3)=O)N2)C1